P(OC1=C(C=CC=C1C(C)(C)C)C(C)(C)C)(OC1=C(C=CC=C1C(C)(C)C)C(C)(C)C)[O-] bis(2,6-di-tert-butylphenyl) phosphite